N-Acetylanthranilate C(C)(=O)NC=1C(C(=O)[O-])=CC=CC1